isobutane-1-carboxylate C(C(C)C)C(=O)[O-]